4-(6-{[5-(trifluoromethyl)pyridin-2-yl]oxy}-1H-benzimidazol-1-yl)cyclohexanol FC(C=1C=CC(=NC1)OC=1C=CC2=C(N(C=N2)C2CCC(CC2)O)C1)(F)F